C(CCC)OC=1C=C(C=CC1OC)CC1NC(NC1)=O 4-(3-butoxy-4-methoxyphenyl)methyl-2-imidazolidone